CN1N=C(C=C1C(F)(F)F)NCC(=O)OCC ethyl (1-methyl-5-(trifluoromethyl)-1H-pyrazol-3-yl)glycinate